(1R,2S)-2-amino-3-methyl-1-phenylbutan-1-ol N[C@H]([C@H](O)C1=CC=CC=C1)C(C)C